N-isobutyldodecane-1,12-diamine C(C(C)C)NCCCCCCCCCCCCN